FC(C(=O)O)(F)F.NCC(CC=1N(C(NN1)=O)C=1C=NC(=CC1C)Br)=C(F)F [2-(aminomethyl)-3,3-difluoro-allyl]-4-(6-bromo-4-methyl-3-pyridinyl)-1,2,4-triazol-3-one trifluoroacetate salt